4-(6-amino-4-methoxy-pyridin-3-yl)-2-(2,2-difluoro-ethyl)-piperazine-1-carboxylic acid tert-butyl ester C(C)(C)(C)OC(=O)N1C(CN(CC1)C=1C=NC(=CC1OC)N)CC(F)F